(2R,3S,4R,5R,6S)-5-acetamido-2-(acetoxymethyl)-6-(formyloxy)tetrahydro-2H-pyran-3,4-diyl diacetate C(C)(=O)O[C@@H]1[C@H](O[C@H]([C@@H]([C@H]1OC(C)=O)NC(C)=O)OC=O)COC(C)=O